3-methoxy-3-oxopropanoyloxylcyclopentyl methyl terephthalate C(C1=CC=C(C(=O)OC)C=C1)(=O)OC1(CCCC1)OC(CC(=O)OC)=O